ClC=1C(=C2C=NNC2=C(C1F)N1C(=CC=C1)C)C=1N=CC=2N(C1)C=C(N2)NC(=O)C2C(C2)F N-(6-(5-chloro-6-fluoro-7-(2-methyl-1H-pyrrol-1-yl)-1H-indazol-4-yl)imidazo[1,2-a]pyrazin-2-yl)-2-fluorocyclopropane-1-carboxamide